5-methyl-2-(((2S,3S,4S,5S)-2,3,4,5-tetrahydroxyhexyl)glycyl)-2-azabicyclo[3.1.0]hexane-3-carboxamide hydrochloride Cl.CC12CC(N(C2C1)C(CNC[C@@H]([C@@H]([C@H]([C@H](C)O)O)O)O)=O)C(=O)N